(5R)-1,5-Dimethyl-N-oxazol-2-yl-2-oxo-6,7-dihydro-5H-cyclopenta[b]pyridine-3-carboxamide CN1C2=C(C=C(C1=O)C(=O)NC=1OC=CN1)[C@@H](CC2)C